N-((1H-indazol-4-yl)methyl)-1-(5-(5-chloro-2-methoxypyridin-4-yl)-1H-pyrazole-3-carbonyl)piperidine-4-carboxamide N1N=CC2=C(C=CC=C12)CNC(=O)C1CCN(CC1)C(=O)C1=NNC(=C1)C1=CC(=NC=C1Cl)OC